4-Methoxybenzene-1,2-diamine dihydrochloride Cl.Cl.COC=1C=C(C(=CC1)N)N